6-[[(3R)-1-Ethyl-3-piperidyl]amino]-3-[2-hydroxy-4-(trifluoro-methoxy)phenyl]-4-methyl-1,2,4-triazin-5-one C(C)N1C[C@@H](CCC1)NC=1C(N(C(=NN1)C1=C(C=C(C=C1)OC(F)(F)F)O)C)=O